bromoethanesulfonic acid sodium salt [Na+].BrC(C)S(=O)(=O)[O-]